(2S,4R)-methyl 4-hydroxy-1-(3-methyl-2-(3-methyl isoxazol-5-yl)butanoyl)pyrrolidine-2-carboxylate O[C@@H]1C[C@H](N(C1)C(C(C(C)C)C1=CC(=NO1)C)=O)C(=O)OC